phthalimidyl diglycolate C(COCC(=O)[O-])(=O)ON1C(C=2C(C1=O)=CC=CC2)=O